C(C)(C)(C)OC(=O)N[C@H](C(=O)\N=C(/OCC)\C1CC1)C ethyl (Z)-N-[(2S)-2-(tert-butoxycarbonylamino)propanoyl]cyclopropanecarboximidate